5-methyl-4-(4-Chloro-1-methyl-1H-pyrazol-5-yl)thiazole-2-carboxylic acid CC1=C(N=C(S1)C(=O)O)C1=C(C=NN1C)Cl